racemic-1-(2-(dimethylamino)-1-(4-methoxyphenyl)ethyl)cyclohexanol tert-butyl-(endo)-5-amino-2-azabicyclo[2.1.1]hexane-2-carboxylate C(C)(C)(C)C12N(CC(C1N)C2)C(=O)OC2(CCCCC2)C(CN(C)C)C2=CC=C(C=C2)OC